C1(CCC1)CC(=O)NC1=CSC(=C1)C1=NC(=CN=C1)C1=CC(=C(C=C1)S(N(C1CCN(CC1)C)C)(=O)=O)OC 2-cyclobutyl-N-(5-(6-(3-methoxy-4-(N-methyl-N-(1-methylpiperidin-4-yl)sulfamoyl)phenyl)pyrazin-2-yl)thiophen-3-yl)acetamide